NC[C@H](C)NC(OC)=O Methyl (S)-(1-aminopropan-2-yl)carbamate